vinylmethoxyDilauryloxysilane C(=C)CO[SiH](OCCCCCCCCCCCC)OCCCCCCCCCCCC